N-(5-(4-fluorobenzyl)-7,9-dimethyl-2,3,4,5-tetrahydrobenzo[b][1,4]oxazepin-8-yl)-3,3-dimethylbutanamide FC1=CC=C(CN2C3=C(OCCC2)C(=C(C(=C3)C)NC(CC(C)(C)C)=O)C)C=C1